(2S,3S,4S,5R)-4-[[3-(3,4-Difluoro-2-methyl-phenyl)-4,5-dimethyl-5-(trifluoromethyl)tetrahydrofuran-2-carbonyl]amino]pyridin-2-carboxamid FC=1C(=C(C=CC1F)[C@H]1[C@H](O[C@]([C@H]1C)(C(F)(F)F)C)C(=O)NC1=CC(=NC=C1)C(=O)N)C